(2-methyl-5-(5-phenyl-4H-1,2,4-triazol-3-yl)phenyl)(morpholino)methanone CC1=C(C=C(C=C1)C1=NN=C(N1)C1=CC=CC=C1)C(=O)N1CCOCC1